methyl 4-(2-methoxy-5-methylphenyl)-6-methylpyridine-3-carboxylate COC1=C(C=C(C=C1)C)C1=C(C=NC(=C1)C)C(=O)OC